C(C1=CC=CC=C1)B1OC(C)(C)C(C)(C)O1 Benzylboronic acid pinacol ester